N-(6-fluoro-5-methylpyridin-3-yl)-5-(2-(((1S,2S)-2-hydroxycyclopentyl)amino)-2-oxoacetyl)-1,2,4-trimethyl-1H-pyrrole-3-carboxamide FC1=C(C=C(C=N1)NC(=O)C1=C(N(C(=C1C)C(C(=O)N[C@@H]1[C@H](CCC1)O)=O)C)C)C